(Z)-2-(4-bromobenzylidene)-6-((2,6-difluorobenzyl)sulfonyl)-2H-benzo[b][1,4]thiazin-3(4H)-one BrC1=CC=C(\C=C/2\C(NC3=C(S2)C=CC(=C3)S(=O)(=O)CC3=C(C=CC=C3F)F)=O)C=C1